[C].[Zr].[Mg] magnesium-zirconium carbon